3-((5-(9-benzyl-6-(1-methylcyclopropoxy)-9H-purin-8-yl)-4-methylpyridin-2-yl)oxy)propan-1-amine C(C1=CC=CC=C1)N1C2=NC=NC(=C2N=C1C=1C(=CC(=NC1)OCCCN)C)OC1(CC1)C